FC(C(C=C)=CC)(F)F 3-(trifluoromethyl)penta-1,3-diene